(2-chloro-6-methylphenyl)-2-{6-[4-(2-hydroxyethyl)piperazin-1-yl]-2-methylpyrimidin-4-ylamino}thiazole-5-carboxamide ClC1=C(C(=CC=C1)C)C=1N=C(SC1C(=O)N)NC1=NC(=NC(=C1)N1CCN(CC1)CCO)C